2-(4-(methylamino)-7H-pyrrolo[2,3-d]pyrimidin-7-yl)hexahydro-2H-cyclopenta[b]furan-3,3a-diol CNC=1C2=C(N=CN1)N(C=C2)C2C(C1(C(O2)CCC1)O)O